1-(4-(difluoromethoxy)phenyl)-N-(4-(1,1-difluoropropyl)pyridin-2-yl)-3-methyl-5-oxo-4,5-dihydro-1H-pyrazole-4-carboxamide FC(OC1=CC=C(C=C1)N1N=C(C(C1=O)C(=O)NC1=NC=CC(=C1)C(CC)(F)F)C)F